(E)-ethyl-3-((1r,4r)-4-(4-bromo-3-methylphenoxy)cyclohexyl)acrylate C(C)OC(\C=C\C1CCC(CC1)OC1=CC(=C(C=C1)Br)C)=O